1-methyl-6-{[(4s)-6-[1-(2,2-difluoroethyl)-1H-pyrazolo[3,4-b]pyridine-5-amido]spiro[3.3]heptan-2-yl]oxy}-1H-pyrazolo[3,4-b]pyridine-5-carboxamide CN1N=CC=2C1=NC(=C(C2)C(=O)N)OC2CC1(C2)CC(C1)NC(=O)C=1C=C2C(=NC1)N(N=C2)CC(F)F